F[P-](F)(F)(F)(F)F.[SH3+] sulfonium hexafluorophosphate